NC(C(=O)O)=CO 2-amino-3-hydroxyacrylic acid